CN1N=C2N=CC(=CC2=C1)C1=CC=C2C(=N1)SC(=C2)[C@@H](O)[C@@H]2C[C@@H](C2)C(F)(F)F (S)-(6-(2-methyl-2H-pyrazolo[3,4-b]pyridin-5-yl)thieno[2,3-b]pyridin-2-yl)((cis)-3-(trifluoromethyl)cyclobutyl)methanol